Triazacyclononane-6-carboxamide N1NNCCC(CCC1)C(=O)N